prop-2-yn-1-yl-(m-tolyl)carbamic acid tert-butyl ester C(C)(C)(C)OC(N(C=1C=C(C=CC1)C)CC#C)=O